3-(5-(trifluoromethyl)-1,2,4-oxadiazol-3-yl)benzamide FC(C1=NC(=NO1)C=1C=C(C(=O)N)C=CC1)(F)F